Methyl 1-(4-carboxy-2-isopropyl-phenyl)-5-(2,6-dimethoxy-phenyl)-1H-pyrazole-3-carboxylate C(=O)(O)C1=CC(=C(C=C1)N1N=C(C=C1C1=C(C=CC=C1OC)OC)C(=O)OC)C(C)C